(1s,4s)-tert-butyl-2,5-diazabicyclo[2.2.1]Heptane-2-carboxylic acid C(C)(C)(C)[C@]12N(C[C@@H](NC1)C2)C(=O)O